C1(CC1)OC([C@@H](NC(=O)OC(C)(C)C)COCC1=CC=CC=C1)=O O-benzyl-N-(tert-butoxycarbonyl)-L-serine cyclopropyl ester